C12CN(CC2C1)C([C@@H](C)NC(OC(C)(C)C)=O)=O tert-Butyl ((2R)-1-(3-azabicyclo[3.1.0]hexan-3-yl)-1-oxopropan-2-yl)carbamate